ClC=1N=C(C2=CC(=CC=C2C1)OC1CC1)CCNC(C)=O N-(2-(3-chloro-7-cyclopropyloxyisoquinolin-1-yl)ethyl)acetamide